CC1(OCC(O1)C)C(C)O 1-(2,4-dimethyl-1,3-dioxolan-2-yl)ethan-1-ol